O(CC1OC(OCC1CC)=O)CC1OC(OCC1CC)=O 5'-(oxybis(methylene))bis(5-ethyl-1,3-dioxan-2-one)